ClC1=NC=CC(=N1)C1=C(N=C(S1)C1CCN(CC1)C(=O)OC(C)(C)C)C1=C(C(=CC=C1)NC(=O)OCC)F tert-butyl 4-[5-(2-chloropyrimidin-4-yl)-4-{3-[(ethoxycarbonyl)amino]-2-fluorophenyl}-1,3-thiazol-2-yl]piperidine-1-carboxylate